racemic-N-(3-chloro-5-fluoro-4-(oxazol-5-yl)phenyl)chroman-3-carboxamide ClC=1C=C(C=C(C1C1=CN=CO1)F)NC(=O)[C@H]1COC2=CC=CC=C2C1 |r|